2,3-DIMETHYL-2-BUTENE CC(C)=C(C)C